ClC=1C=C2C(=NC(=NC2=C(C1C1=C(C=CC=C1O)F)F)NC1CN(CCC1)CC1CC1)N1CCN(CC1)C(C=C)=O 1-(4-(6-chloro-2-(1-(cyclopropyl-methyl)piperidin-3-ylamino)-8-fluoro-7-(2-fluoro-6-hydroxyphenyl)quinazolin-4-yl)piperazin-1-yl)prop-2-en-1-one